tri(2-hydroxybutyl)amine OC(CN(CC(CC)O)CC(CC)O)CC